2-bromo-5-methoxy-4-(trifluoromethyl)benzene-1-sulfonyl chloride BrC1=C(C=C(C(=C1)C(F)(F)F)OC)S(=O)(=O)Cl